5-(fluoro(4-fluorophenyl)methyl)pyrrolidin-2-one FC(C1CCC(N1)=O)C1=CC=C(C=C1)F